C(C(C)C)N1CCC(CC1)C(=O)NC1=NC=CC(=C1)C1=CC2=CN(N=C2C=C1)C 1-isobutyl-N-(4-(2-methyl-2H-indazol-5-yl)pyridin-2-yl)piperidine-4-carboxamide